C(C)(=O)NC1=C(C(=O)NC=2SC(=C(N2)C)C)C=CC(=C1)F 2-acetamido-N-(4,5-dimethylthiazol-2-yl)-4-fluorobenzamide